8-bromo-6-chloro-3H-pyrido[3,2-d]pyrimidin-4-one Bromine [Br].BrC1=CC(=NC2=C1N=CNC2=O)Cl